(S)-N-((1R,2R)-1-Cyano-2-(((S)-1,1,1-trifluoropropan-2-yl)oxy)propyl)-2-methylpropane-2-sulfinamide C(#N)[C@H]([C@@H](C)O[C@H](C(F)(F)F)C)N[S@@](=O)C(C)(C)C